DIMETHYLETHYLAMINE CN(CC)C